C(C)(C)(C)OC(N(C)C1=NC(=CC=C1C=O)Cl)=O.N1(N=NC2=C1C=CC=C2)CC(=O)NC2=CC=C(C=C2)N2N=C(C=C2C2CC2)C(F)(F)F 2-(1H-benzo[d][1,2,3]triazol-1-yl)-N-{4-[5-cyclopropyl-3-(trifluoromethyl)-1H-pyrazol-1-yl]phenyl}acetamide tert-butyl-(6-chloro-3-formylpyridin-2-yl)(methyl)carbamate